O1C(CCC1)COC1=NC(=CC(=N1)C1COCC1)N1N=C(C=C1)C=1C=C(C=CC1)C 2-((tetrahydrofuran-2-yl)methoxy)-4-(tetrahydrofuran-3-yl)-6-(3-(m-tolyl)-1H-pyrazol-1-yl)pyrimidine